ClC1=C(C=CC(=C1)C(F)(F)F)NC(=S)N N-(2-chloro-4-trifluoromethylphenyl)thiourea